ClC1=CC(=NC=C1C(COC)=O)NC(=O)C1CC1 N-(4-chloro-5-(2-methoxyacetyl)pyridin-2-yl)cyclopropanecarboxamide